ClC1=C(C=CC=C1)C=1N=C(SC1)N(/N=C/C1=C(C=CC=C1)C(=O)OCCCCC)C (E)-4-(2-chlorophenyl)-2-[1-methyl-2-(2-pentyloxyformylbenzylidene)hydrazino]thiazole